COC1=C(C=C(C=C1)C1=C(N=C2N1C=C(N=C2)C2=CC(=CC=C2)C(F)(F)F)CCC)O 2-methoxy-5-[2-(propan-1-yl)-6-[3-(trifluoromethyl)phenyl]imidazo[1,2-a]pyrazin-3-yl]phenol